Cl.Cl.CC1=CC=C2C(=N1)C(C1(O2)CC1)CN (5'-methyl-3'H-spiro[cyclopropane-1,2'-furo[3,2-b]pyridin]-3'-yl)methylamine dihydrochloride